FC1=C(C(=C(C(=C1CC(C(=O)OCC1(CC1)OC)(C)SC(=S)CCCCCCCCCCCC)F)F)F)F (1-methoxycyclopropyl)methanol pentafluorophenyl-2-(dodecylthiocarbonylthio)-2-methylpropionate